di(4-((di-n-butyl)amino)phenyl)phosphine chloride [Cl-].C(CCC)N(C1=CC=C(C=C1)PC1=CC=C(C=C1)N(CCCC)CCCC)CCCC